(4-((6-amino-5-cyanopyrimidin-4-yl)oxy)-2-fluorophenyl)-3-(1-(4-methoxyphenyl)-3-(1-(trifluoromethyl)cyclopropyl)-1H-pyrazol-5-yl)urea NC1=C(C(=NC=N1)OC1=CC(=C(C=C1)NC(=O)NC1=CC(=NN1C1=CC=C(C=C1)OC)C1(CC1)C(F)(F)F)F)C#N